tert-Butyl 4-[(3-fluoro-4-formyl-phenyl)methyl]benzoate FC=1C=C(C=CC1C=O)CC1=CC=C(C(=O)OC(C)(C)C)C=C1